Cl.COC=1C=C2C3C=CC(C2=CC1)N3 4-Methoxy-11-azatricyclo[6.2.1.02,7]undeca-2,4,6,9-tetraene hydrochloride